FC1=C(C(=CC=C1)F)C1CC(=NO1)C=1N=C(SC1)C1CCN(CC1)C(CN1N=C(C=C1C)C(F)(F)F)=O 1-[4-[4-[5-(2,6-difluorophenyl)-4,5-dihydro-1,2-oxazol-3-yl]-1,3-thiazol-2-yl]piperidin-1-yl]-2-[5-methyl-3-(trifluoromethyl)pyrazol-1-yl]ethanone